C1(=CC=CC=C1)P(C1=CC=CC=C1)CC1=C(C=C(C=C1)CP(C1=CC=CC=C1)C1=CC=CC=C1)C1=C(C=CC=C1)CP(C1=CC=CC=C1)C1=CC=CC=C1 2,2',5-tris(diphenylphosphinomethyl)-1,1'-biphenyl